1-(4-fluoro-2-methylphenylethyl)guanidine hydrochloride Cl.FC1=CC(=C(C=C1)CCNC(=N)N)C